C1(CC=CC1)NCC1(CN(C1)C(=O)C1=C(C(=C(C=C1)F)F)NC1=C(C=C(C=C1)I)F)O 3-[(cyclopent-3-en-1-ylamino)methyl]-1-({3,4-difluoro-2-[(2-fluoro-4-iodophenyl)amino]phenyl}carbonyl)azetidin-3-ol